N1(N=CC=C1)CC1=C(C=C(C(=O)N[S@@](=O)(=N)C2=C(C(=CC=C2OC)Cl)OC)C=C1)OC (S)-4-((1H-pyrazol-1-yl)methyl)-N-(3-chloro-2,6-dimethoxyphenylsulfonimidoyl)-3-methoxybenzamide